Methyl-2-quinolinamine CC=1C(=NC2=CC=CC=C2C1)N